(S)-2-((4-(6-((4-chloro-2-fluorobenzyl)oxy)-3,5-difluoropyridin-2-yl)-2-methylpiperazin-1-yl)methyl)-1-((1-ethyl-1H-imidazol-5-yl)methyl)-1H-thieno[2,3-d]imidazole-5-carboxylic acid ClC1=CC(=C(COC2=C(C=C(C(=N2)N2C[C@@H](N(CC2)CC=2N(C3=C(N2)SC(=C3)C(=O)O)CC3=CN=CN3CC)C)F)F)C=C1)F